C(CCCCCCCCCCCCCCCCCCCC=C)(=O)O docosa-21-enoic acid